ClC1=C(C=C(C=C1)NC(C1=C(C(=CC=C1OC1=C(C=C(C=C1)F)C)C(F)(F)F)F)=O)C(NO)=O N-(4-chloro-3-(N-hydroxycarbamoyl)phenyl)-2-fluoro-6-(4-fluoro-2-methylphenoxy)-3-(trifluoromethaneyl)benzamide